Cl.CN(C=1SC=2N=C(SC2N1)C1=C2C(=C(N=C1)C=1C=NNC1)NC=C2)C2CCNCC2 N-Methyl-N-(piperidin-4-yl)-5-[7-(1H-pyrazol-4-yl)-1H-pyrrolo[2,3-c]pyridin-4-yl][1,3]thiazolo[5,4-d][1,3]thiazol-2-amin Hydrochlorid